ClC=1C=C(N)C=CC1OCC1=NC(=CC=C1)C 3-chloro-4-((6-methylpyridin-2-yl)methoxy)aniline